5-(N'-hydroxycarbamoylamino)picolinic acid ONC(=O)NC=1C=CC(=NC1)C(=O)O